acetoyl-N-hydroxysuccinimide C(C)(=O)C1C(=O)N(C(C1)=O)O